C(#N)C=1C=C(C2=C(N(C=N2)C(=O)NCCCC2CC2)C1)N1CCOCC1 6-Cyano-N-(3-cyclopropylpropyl)-4-morpholino-1H-benzo[d]imidazole-1-carboxamide